BrC1=C(CN(C(OC(C)(C)C)=O)C2=CC(=CC=C2)CO[Si](C2=CC=CC=C2)(C2=CC=CC=C2)C(C)(C)C)C=C(C=C1)CO tert-butyl (2-bromo-5-(hydroxymethyl)benzyl)(3-(((tert-butyldiphenylsilyl)oxy)methyl)phenyl)carbamate